N-acetyl-1,1-dipropyl-3-methyl-4-aminoindane C(C)(=O)NC1=C2C(CC(C2=CC=C1)(CCC)CCC)C